3,5-difluoro-4-methoxy-N-[(4-methoxypyridin-3-yl)methyl]benzamide FC=1C=C(C(=O)NCC=2C=NC=CC2OC)C=C(C1OC)F